6-({5-[(3R)-3-(6-methylpyridin-2-yl)oxolane-3-carbonyl]-2H,4H,5H,6H-pyrrolo[3,4-c]pyrazol-2-yl}sulfonyl)-1,3-benzothiazole CC1=CC=CC(=N1)[C@]1(COCC1)C(=O)N1CC2=NN(C=C2C1)S(=O)(=O)C1=CC2=C(N=CS2)C=C1